C(N)(=O)C1CC2(CC(C2)C2NCC(CC2)C)C1 2-(6-carbamoylspiro[3.3]heptan-2-yl)-5-methylpiperidine